3-{[2-(2-methylphenyl)[1,2,4]triazolo[1,5-c]quinazolin-5-yl]amino}piperidin-2-one CC1=C(C=CC=C1)C1=NN2C(=NC=3C=CC=CC3C2=N1)NC1C(NCCC1)=O